4-(5-(3-((5-cyano-4-(4-fluorophenyl)thiazol-2-yl)(methyl)amino)-2-ethylimidazo[1,2-a]pyridin-6-yl)pyrimidin-2-yl)-N-(piperidin-4-yl)piperazine-1-carboxamide formate C(=O)O.C(#N)C1=C(N=C(S1)N(C1=C(N=C2N1C=C(C=C2)C=2C=NC(=NC2)N2CCN(CC2)C(=O)NC2CCNCC2)CC)C)C2=CC=C(C=C2)F